5-[1-(5-Amino-2-Pyridyl)-3-(Trifluoromethyl)Pyrazol-4-yl]-N-[3-Chloro-4-[2-[(2S,4R)-4-Hydroxyprolyl]-2,8-Diazaspiro[4.5]Decane-8-Carbonyl]Phenyl]-1-MethylImidazole-2-Carboxamide NC=1C=CC(=NC1)N1N=C(C(=C1)C1=CN=C(N1C)C(=O)NC1=CC(=C(C=C1)C(=O)N1CCC2(CCN(C2)C([C@H]2NC[C@@H](C2)O)=O)CC1)Cl)C(F)(F)F